N-(7-(4,4-difluoropiperidin-1-yl)-2-methyl-2H-indazol-5-yl)-4-(methylsulfonyl)-2-(6-azaspiro[2.5]octan-6-yl)benzamide FC1(CCN(CC1)C1=CC(=CC2=CN(N=C12)C)NC(C1=C(C=C(C=C1)S(=O)(=O)C)N1CCC2(CC2)CC1)=O)F